7-fluoro-2-(4-(pyrazin-2-yl)benzyl)imidazo[1,2-c]quinazolin-5-amine FC1=CC=CC=2C=3N(C(=NC12)N)C=C(N3)CC3=CC=C(C=C3)C3=NC=CN=C3